C(C)(C)N(C=CCCCCCCCCC)C(C)C N,N-di-isopropyl-N-(undecenyl)amine